(4S,5R)-5-fluoro-1-(5-fluoroindol-1-yl)-3-(methylsulfonyl)-5,6-dihydro-4H-cyclopenta[c]thiophen-4-ol F[C@H]1[C@H](C=2C(=C(SC2S(=O)(=O)C)N2C=CC3=CC(=CC=C23)F)C1)O